ClC=1C(=C(C=CC1)SC=1C=NC2=CC=CC=C2C1C1=NOCC(N1)CC1=C(C=C(C=C1)C)Cl)F 3-[(3-chloro-2-fluorophenyl)sulfanyl]-4-[5-(2-chloro-4-methylbenzyl)-5,6-dihydro-4H-1,2,4-oxadiazin-3-yl]quinoline